2-(1,3-thiazolidin-3-yl)-5,6-dihydro-7H-pyrrolo[3,4-d]pyrimidin-7-one S1CN(CC1)C=1N=CC2=C(N1)C(NC2)=O